2-[(triphenylmethoxy)methyl]cyclopentan-1-ol C1(=CC=CC=C1)C(OCC1C(CCC1)O)(C1=CC=CC=C1)C1=CC=CC=C1